[Si](C)(C)(C(C)(C)C)O[C@H]1[C@@H](O[C@H]([C@@H](C1)O[Si](C)(C)C(C)(C)C)C)O[C@@H](CC/C=C/C(=O)OCC1=CC=NC=C1)C pyridin-4-ylmethyl (2E,6R)-6-{[(2R,3R,5R,6S)-3,5-bis[(tert-butyldimethylsilyl)oxy]-6-methyloxan-2-yl]oxy}hept-2-enoate